pentaerythritol 3-(benzylthiothiocarbonylthio)propionate C(C1=CC=CC=C1)SC(=S)SC(C(=O)O)C.C([C@H](O)[C@H](O)CO)O.C([C@H](O)[C@H](O)CO)O.C([C@H](O)[C@H](O)CO)O.C([C@H](O)[C@H](O)CO)O.C([C@H](O)[C@H](O)CO)O